2-(3-Bromo-5-chlorophenyl)-4,6-bis(biphenyl-4-yl)-1,3,5-triazine BrC=1C=C(C=C(C1)Cl)C1=NC(=NC(=N1)C1=CC=C(C=C1)C1=CC=CC=C1)C1=CC=C(C=C1)C1=CC=CC=C1